[C@H]12OC[C@H](N(C1)C1=CC=NN1)C2 5-((1R,4R)-2-oxa-5-azabicyclo[2.2.1]heptane-5-yl)pyrazole